C(C)(C)(C)OC(=O)N1[C@H](C[C@]2(OCCC3=C2SC(=C3Cl)Cl)CC1)C (2S,4R)-2',3'-dichloro-2-methyl-4',5'-dihydrospiro[piperidine-4,7'-thieno[2,3-C]pyran]-1-carboxylic acid tert-butyl ester